tert-butyl 1-[2-[4-[3-methyl-4-([1,2,4]triazolo[1,5-a]pyridin-7-yloxy) anilino]-6-nitro-quinazolin-7-yl] ethynyl]-3-azabicyclo[3.1.0]hexane-3-carboxylate CC=1C=C(NC2=NC=NC3=CC(=C(C=C23)[N+](=O)[O-])C#CC23CN(CC3C2)C(=O)OC(C)(C)C)C=CC1OC1=CC=2N(C=C1)N=CN2